BrC1=CC(=C(C(=C1)OCC)C1=CC=C(C=C1)C(=O)C1=CC(=C(S1)C(=O)O)OC)OCC L-5-(4'-bromo-2',6'-diethoxy-[1,1'-biphenyl]-4-carbonyl)-3-methoxythiophene-2-carboxylic acid